The molecule is a pentahydroxyflavone that is 7-hydroxyflavonol bearing three additional hydroxy substituents at positions 2' 4' and 5. It has a role as an antioxidant, a metabolite, an antihypertensive agent, a hepatoprotective agent, a neuroprotective agent, an anti-inflammatory agent, an antineoplastic agent, an antibacterial agent, an EC 5.99.1.2 (DNA topoisomerase) inhibitor and an angiogenesis modulating agent. It is a pentahydroxyflavone and a 7-hydroxyflavonol. C1=CC(=C(C=C1O)O)C2=C(C(=O)C3=C(C=C(C=C3O2)O)O)O